2-CYANO-3-METHYL-BUT-2-ENOIC ACID C(#N)C(C(=O)O)=C(C)C